OCCC1CN(C1)C=1C=C(C=CC1)C1C(NC(CC1)=O)=O 3-[3-[3-(2-hydroxyethyl)azetidin-1-yl]phenyl]piperidine-2,6-dione